Cl.F\C(=C/CN)\CN1C=NC2=C1C=C(C=C2C=2C=NC=CC2)C(F)(F)F (Z)-3-fluoro-4-(4-(pyridin-3-yl)-6-(trifluoromethyl)-1H-benzo[d]imidazol-1-yl)but-2-en-1-amine Hydrochloride